1-(4-(4-(trifluoromethyl)phenoxy)isoquinolin-6-yl)ethan-1-one FC(C1=CC=C(OC2=CN=CC3=CC=C(C=C23)C(C)=O)C=C1)(F)F